COC(=O)C=1C(=CC(=CC1)Cl)C1=CC=C(C=C1)CC=CC1CN(CCC1(F)F)C1=NC(=CC(=N1)N)C 4'-(3-(1-(4-amino-6-methylpyrimidin-2-yl)-4,4-difluoropiperidin-3-yl)allyl)-5-chloro-[1,1'-biphenyl]-2-carboxylic acid methyl ester